CC=1OC(=C(N1)C)C1=CC(=C(C=C1)NC=1N=CC2=C(N1)C(=NC(=C2)C)N2CCC(CC2)(C#N)C)OC 1-(2-((4-(2,4-dimethyloxazol-5-yl)-2-methoxyphenyl)amino)-6-methylpyrido[3,4-d]pyrimidin-8-yl)-4-methylpiperidine-4-carbonitrile